C(N)(=O)C=1C=C(C=CC1)CN1C2=C(C=CC=C2C=2CCC(CC12)CCCCCC)C(=O)O 9-[(3-carbamoylphenyl)methyl]-2-hexyl-2,3,4,9-tetrahydro-1H-carbazole-8-carboxylic acid